O=C1NC=C2C=C(C=CC2=C1)C(=O)N 3-oxo-2H-isoquinoline-7-carboxamide